13-methyl-6,7,8,9,11,12,13,14,15,16-decahydro-17H-cyclopenta[a]phenanthren-17-one CC12C(CCC1C1CCC=3C=CC=CC3C1CC2)=O